C(C1=CC=CC=C1)C1CCN(CC1)CCNC1=CC=CC=C1 N-(2-(4-benzylpiperidin-1-yl)ethyl)aniline